2-[3-(2-naphthyl)benzyl]benzoic Acid C1=C(C=CC2=CC=CC=C12)C=1C=C(CC2=C(C(=O)O)C=CC=C2)C=CC1